C(C)(C)(C)C1=NOC(=N1)C(=O)NCC1=C(C=C(C=C1)C=1C2=C(N=CN1)NC(=C2)C=2C=NN(C2)C2CCNCC2)F 3-(tert-butyl)-N-(2-fluoro-4-(6-(1-(piperidin-4-yl)-1H-pyrazol-4-yl)-7H-pyrrolo[2,3-d]pyrimidin-4-yl)benzyl)-1,2,4-oxadiazole-5-carboxamide